FC1=CC=C(C=C1)C(N1C(CNC(C1)C1CCCCC1)C1CCCCC1)C1=CC=C(C=C1)F 1-(Bis(4-fluorophenyl)methyl)-2,5-dicyclohexylpiperazine